ethyl 3-hydroxyiminobutyrate ON=C(CC(=O)OCC)C